(1r,5s,6s)-6-(1-phenylethoxy)-3-azabicyclo[3.1.0]hexane trifluoroacetate FC(C(=O)O)(F)F.C1(=CC=CC=C1)C(C)OC1[C@@H]2CNC[C@H]12